C1=CC=C(C=C1)C=C(C#N)C(=O)O cyanocinnamic acid